Fmoc-γ-Aminobutyric Acid C1=CC=C2C(=C1)C(C3=CC=CC=C32)COC(=O)NCCCC(=O)O